tert-butyl (3R,4R)-3-(acetyloxy)-4-{[5-chloro-6-cyano-7-(1-ethylcyclobutyl)pyrrolo[2,1-f][1,2,4]triazin-2-yl]amino}piperidine-1-carboxylate C(C)(=O)O[C@@H]1CN(CC[C@H]1NC1=NN2C(C=N1)=C(C(=C2C2(CCC2)CC)C#N)Cl)C(=O)OC(C)(C)C